C(C1=CC=CC=C1)OC(=O)NCCCC(=O)ON1C(CCC1=O)=O 2,5-dioxopyrrolidin-1-yl 4-(((benzyloxy)carbonyl)amino)butanoate